OCC(NCC(=O)O)(CO)CO N-[tris-(hydroxymethyl)-methyl]-glycine